CN1CCN(CCN(CC1)C)CCN1CCN(CCN(CC1)C)C 1,2-bis(4,7-dimethyl-1,4,7-triazacyclonon-1-yl)-ethane